O=C1NC(CCC1C1=CC=C2C=CC(=CC2=C1)S(=O)(=O)F)=O 7-(2,6-dioxo-3-piperidyl)naphthalene-2-sulfonyl fluoride